CC1=NOC(=N1)[C@]12CNC[C@@H]2C1 1-(3-methyl-[1,2,4]oxadiazol-5-yl)-(1r,5r)-3-aza-bicyclo[3.1.0]hexane